OC=1C(=C(C(=C(C1)C1=CC=CC=C1)N)N)O dihydroxybiphenyl-diamine